FC=1C=NC(=NC1)N1N=C(C(=C1)C1=CN=C(N1C)C(=O)N)C(F)(F)F 5-[1-(5-fluoropyrimidin-2-yl)-3-(trifluoromethyl)pyrazol-4-yl]-1-methyl-imidazole-2-carboxamide